BrCC(=O)NCCN1C(=NC2=C1C=C(C=C2)OC)OCC 2-bromo-N-(2-(2-ethoxy-6-methoxy-1H-benzimidazol-1-yl)ethyl)acetamide